FC1=NC=CC=C1NC=1C=NC=2CCN(CC2C1)C1=C(C=C(N=N1)C#N)C 6-(3-((2-fluoropyridin-3-yl)amino)-7,8-dihydro-1,6-naphthyridin-6(5H)-yl)-5-methylpyridazine-3-carbonitrile